2-{[8-(1H-indazol-5-yl)-3-oxo-1H,2H,3H-benzo[e]isoindol-2-yl]methyl}prop-2-enamide N1N=CC2=CC(=CC=C12)C=1C=CC2=C(C=3CN(C(C3C=C2)=O)CC(C(=O)N)=C)C1